ClC1=C(C=CC=C1)C1=C(C2=C(N=C(N=C2)NC2=CC(=C(C=C2)N2CCC(CC2)N(C)C)C)N(C1=O)[C@@H]1CN(CCC1)CCC)C (S)-6-(2-chlorophenyl)-2-((4-(4-(dimethylamino)piperidin-1-yl)-3-methylphenyl)amino)-5-methyl-8-(1-propylpiperidin-3-yl)pyrido[2,3-d]pyrimidin-7(8H)-one